FC1=C(C(=CC=C1)C)N1N=C2C(=CC1=O)NN=C2C2=CC=C1CC(N(CC1=C2)C)(C)C 5-(2-Fluoro-6-methylphenyl)-3-(2,3,3-trimethyl-1,2,3,4-tetrahydroisochinolin-7-yl)-1H-pyrazolo[4,3-c]pyridazin-6(5H)-on